(R)-2-((tert-butoxycarbonyl)amino)-3-(4-ethoxyphenyl)propionic acid C(C)(C)(C)OC(=O)N[C@@H](C(=O)O)CC1=CC=C(C=C1)OCC